2-benzyl-3-((4-(benzylthio)phenyl)amino)-3-oxopropanoic acid methyl ester COC(C(C(=O)NC1=CC=C(C=C1)SCC1=CC=CC=C1)CC1=CC=CC=C1)=O